The molecule is a nucleotide-sugar oxoanion obtained by deprotonation of the diphosphate OH groups of GDP-4-dehydro-3,6-dideoxy-alpha-D-mannose. It is a conjugate base of a GDP-4-dehydro-3,6-dideoxy-alpha-D-mannose. C[C@@H]1C(=O)C[C@@H]([C@H](O1)OP(=O)([O-])OP(=O)([O-])OC[C@@H]2[C@H]([C@H]([C@@H](O2)N3C=NC4=C3N=C(NC4=O)N)O)O)O